FC1(CCN(CC1)CC(=O)NC1=CC=C(CCC2=CC=CC=3C4=CC=CC=C4NC23)C=C1)F 4-(2-(4,4-difluoropiperidin-1-yl)acetamido)phenethyl-carbazole